ClC=1C=CC=2N(N1)C=C(N2)NC(CCCCCCCCCCC(=O)OC(C)(C)C)=O tert-butyl 12-((6-chloroimidazo[1,2-b]pyridazin-2-yl)amino)-12-oxododecanoate